(S)-4-(7-(3,5-difluorophenyl)-5-(3-methylpyrazin-2-yl)-7H-pyrrolo[2,3-d]pyrimidin-4-yl)-3-methylpiperazine-1-carboxylic acid tert-butyl ester C(C)(C)(C)OC(=O)N1C[C@@H](N(CC1)C=1C2=C(N=CN1)N(C=C2C2=NC=CN=C2C)C2=CC(=CC(=C2)F)F)C